NC=1C=CC(=C(OCCO)C1)N1CCN(CC1)C 2-(5-amino-2-(4-methylpiperazin-1-yl)phenoxy)ethan-1-ol